N-(2-(2-amino-4-oxo-3,4-dihydro-7H-pyrrolo[2,3-d]pyrimidin-7-yl)acetyl)-N-(2-aminoethyl)glycine NC=1NC(C2=C(N1)N(C=C2)CC(=O)N(CC(=O)O)CCN)=O